2-hydroxy-2-carboxypentane-1,5-dioic acid OC(C(=O)O)(CCC(=O)O)C(=O)O